2-chloro-6-[6-(methoxymethoxy)-2-methylindol-5-yl]1,5-naphthyridine ClC1=NC2=CC=C(N=C2C=C1)C=1C=C2C=C(NC2=CC1OCOC)C